BrC1=CC=C2C(=CN=CC2=C1)Cl 7-bromo-4-chloroisoquinoline